1-(4-((4-(1-((5,6-bis(benzyloxy)pyrimidin-4-yl)methyl)-3-isopropyl-2-oxoimidazolin-4-yl)phenyl)ethynyl)benzyl)Azetidine-3-carbonitrile C(C1=CC=CC=C1)OC=1C(=NC=NC1OCC1=CC=CC=C1)CN1C(N(C(C1)C1=CC=C(C=C1)C#CC1=CC=C(CN2CC(C2)C#N)C=C1)C(C)C)=O